C(CCCCCCC\C=C/C=C)O (9Z)-9,11-dodecadienol